O=C(CCC(=O)[O-])C 4-Oxopentanoat